CN(C1=NC=C(C(=O)NC2=NC=3C(=C(C=CC3C=3N2CCN3)OCCCN3CCOCC3)OC)C=C1)C 6-(dimethylamino)-N-[7-methoxy-8-(3-morpholin-4-ylpropoxy)-2,3-dihydroimidazo[1,2-c]quinazolin-5-yl]nicotinamide